2-(2-chlorophenyl)-N-(4-(((1-methyl-1H-pyrazol-3-yl)oxy)methyl)-3-sulfophenyl)acrylamide ClC1=C(C=CC=C1)C(C(=O)NC1=CC(=C(C=C1)COC1=NN(C=C1)C)S(=O)(=O)O)=C